2-(1-hydroxyethyl)-4-methylsulfonyl-1-(2-trimethylsilylethoxymethyl)-6H-pyrrolo[2,3-c]pyridin-7-one OC(C)C1=CC2=C(C(NC=C2S(=O)(=O)C)=O)N1COCC[Si](C)(C)C